2-(2,6-dioxapiperidin-3-yl)-5-(piperazin-1-yl)isoindole-1,3-dione N1OC(CCO1)N1C(C2=CC=C(C=C2C1=O)N1CCNCC1)=O